2-(2,5-dihydroxy-3-sulfobenzamido)isonicotinic acid OC1=C(C(=O)NC=2C=C(C(=O)O)C=CN2)C=C(C=C1S(=O)(=O)O)O